4-hydroxy-2,6-dimethyl-2,6-bis(neodecanoylperoxy)heptane sodium 2,2-dimethylbutyrate CC(C(=O)[O-])(CC)C.[Na+].OC(CC(C)(OOC(CCCCCC(C)(C)C)=O)C)CC(C)(OOC(CCCCCC(C)(C)C)=O)C